2,8-dihydroxynaphthalene OC1=CC2=C(C=CC=C2C=C1)O